N-butyl-3-aminopropyltripropoxysilane C(CCC)NCCC[Si](OCCC)(OCCC)OCCC